2-(3-cyanophenyl)-N-[(1S)-2-hydroxy-1,2-dimethyl-propyl]imidazo[1,2-b]pyridazine-6-carboxamide C(#N)C=1C=C(C=CC1)C=1N=C2N(N=C(C=C2)C(=O)N[C@H](C(C)(C)O)C)C1